6-Hydroxymethyl-2-[2-(8-Hydroxyquinolin-5-yl)-vinyl]-1-methylquinolinium trifluoromethanesulfonate FC(S(=O)(=O)[O-])(F)F.OCC=1C=C2C=CC(=[N+](C2=CC1)C)C=CC1=C2C=CC=NC2=C(C=C1)O